CN1N=CC(=C1C1=CC=2N(C=C1)N=C(C2)NC=2N=NN(C2)C)OC[C@@H]2N(CC2)C 5-[2-methyl-4-[[(2R)-1-methylazetidin-2-yl]methoxy]pyrazol-3-yl]-N-(1-methyltriazol-4-yl)pyrazolo[1,5-a]pyridin-2-amine